(±)-Ethyl 2-((2-bromo-4-(4-(3-chlorophenyl)-trans-2,3-dimethylpiperazine-1-carbonyl)phenyl)sulfinyl)acetate BrC1=C(C=CC(=C1)C(=O)N1[C@H]([C@@H](N(CC1)C1=CC(=CC=C1)Cl)C)C)[S@](=O)CC(=O)OCC |&1:24|